(3R,5R)-1-{2-[1-(cyclopropylmethyl)-1H-indol-2-yl]-7-methoxy-1-[(1-methyl-1H-pyrazol-4-yl)methyl]-1H-1,3-benzodiazole-5-carbonyl}-5-fluoropiperidin-3-amine C1(CC1)CN1C(=CC2=CC=CC=C12)C1=NC2=C(N1CC=1C=NN(C1)C)C(=CC(=C2)C(=O)N2C[C@@H](C[C@H](C2)F)N)OC